6-tert-butyl-N-[[6-[[1-(5-tert-butyl-2-pyridyl)-3-[(3S)-5,5-dimethylpyrrolidin-3-yl]propyl]amino]-2-pyridyl]sulfonyl]-2-fluoro-pyridine-3-carboxamide C(C)(C)(C)C1=CC=C(C(=N1)F)C(=O)NS(=O)(=O)C1=NC(=CC=C1)NC(CC[C@@H]1CNC(C1)(C)C)C1=NC=C(C=C1)C(C)(C)C